(S)-2-(2-(2,2-dimethylmorpholine-4-carbonyl)-6-(3-methyl-1H-pyrrolo[2,3-b]pyridin-5-yl)-1,2,3,4-tetrahydroisoquinolin-8-yl)Pyrrolidine-1-carboxylic acid tert-butyl ester C(C)(C)(C)OC(=O)N1[C@@H](CCC1)C=1C=C(C=C2CCN(CC12)C(=O)N1CC(OCC1)(C)C)C=1C=C2C(=NC1)NC=C2C